C(C=C)(=O)OCCC(=O)O.[Hf+4] hafnium(IV) carboxyethyl acrylate